Z-acrylamide C(C=C)(=O)N